tridecylfluorotriethoxysilane C(CCCCCCCCCCCC)CCO[Si](OCC)(OCC)F